(S)-14-(3-azidopropyl)-7-ethyl-7-hydroxy-10,13-dihydro-11H-[1,3]dioxolo[4,5-g]pyrano[3',4':6,7]indolizino[1,2-b]quinoline-8,11(7H)-dione N(=[N+]=[N-])CCCC1=C2C(=NC=3C=C4C(=CC13)OCO4)C4=CC1=C(C(N4C2)=O)COC([C@]1(O)CC)=O